BrC=1C=CC2=CN(N=C2C1)C1=CC(=CC=C1)OC 6-bromo-2-(3-methoxyphenyl)-2H-indazole